1-(6-amino-5-ethylsulfonyl-3-pyridinyl)cyclopropanecarbonitrile NC1=C(C=C(C=N1)C1(CC1)C#N)S(=O)(=O)CC